O=C1NC(CC[C@H]1N1C(C2=CC=C(C=C2C1)N1CCC(CC1)C=O)=O)=O (R)-1-(2-(2,6-dioxopiperidin-3-yl)-1-oxoisoindolin-5-yl)piperidine-4-carbaldehyde